BrC1=CC(=C(C=C1)N1C[C@H](N(CC1)C(=O)OC(C)(C)C)C)[N+](=O)[O-] tert-butyl (R)-4-(4-bromo-2-nitrophenyl)-2-methylpiperazine-1-carboxylate